ClC1=C(C(=NC=C1)OCCC)C(F)(F)F 4-chloro-2-propoxy-3-(trifluoromethyl)pyridine